ClC1=CC(=NC=C1C(CC#N)=O)NC(=O)C1CC1 N-(4-chloro-5-(2-cyanoacetyl)pyridin-2-yl)cyclopropanecarboxamide